6-ethyl-coumarinformyl chloride C(C)C=1C=C2C=C(C(OC2=CC1)=O)C(=O)Cl